C1=CC=CC=2SC3=CC=CC=C3N(C12)C(=O)OC1=C(C=CC=C1)OC 2-methoxyphenyl 10H-phenothiazine-10-carboxylate